Lup-20(29)-ene-3alpha,23-diol CC(=C)[C@@H]1CC[C@]2([C@H]1[C@H]3CC[C@@H]4[C@]5(CC[C@H]([C@@]([C@@H]5CC[C@]4([C@@]3(CC2)C)C)(C)CO)O)C)C